C(=O)C1=C(C=2C=CC(=CC2CC1)OCC=1C=CC(=NC1)C#N)C 5-(((6-formyl-5-methyl-7,8-dihydronaphthalen-2-yl)oxy)methyl)picolinonitrile